(±)-trans-6-Chloro-4-(3-hydroxy-4-(3-(trifluoromethyl)phenoxy)piperidin-1-yl)-1-methylpyrido[3,2-d]pyrimidin-2(1H)-on ClC=1C=CC=2N(C(N=C(C2N1)N1C[C@H]([C@@H](CC1)OC1=CC(=CC=C1)C(F)(F)F)O)=O)C |r|